COC1=CC=C(CN(C2=NC=3C=CC=CC3C3=C2N=CN3CC3=CC=C(C=C3)CN3CCCC3)CC3=CC=C(C=C3)OC)C=C1 4-(bis(4-methoxybenzyl)amino)-1-(4-(pyrrolidin-1-ylmethyl)benzyl)-1H-imidazo[4,5-c]quinoline